FC=1C=C(C=CC1C=1N=C2N(C=C(C=C2N2CCCC2)C(=O)N2[C@@H](C3=CC=CC=C3CC2)C)C1)N1C[C@H](CC1)C(=O)OC Methyl (3S)-1-(3-fluoro-4-{6-[(1R)-1-methyl-1,2,3,4-tetrahydroisoquinoline-2-carbonyl]-8-(pyrrolidin-1-yl)imidazo[1,2-a]pyridin-2-yl}phenyl)pyrrolidine-3-carboxylate